C(C1=CC=CC=C1)N1C2(CC2)C[C@@H](C1)OC1=C(C=CC=C1)C(F)(F)F (S)-4-benzyl-6-(2-trifluoromethyl-phenoxy)-4-azaspiro[2.4]heptane